5-cyano-2-(trifluoromethyl)-4-[4-(trifluoromethyl)phenyl]benzoic acid methyl ester COC(C1=C(C=C(C(=C1)C#N)C1=CC=C(C=C1)C(F)(F)F)C(F)(F)F)=O